C1(C=CC(N1CCCC(=O)ON1C(C(CC1=O)S(=O)(=O)O)=O)=O)=O N-(γ-maleimidobutyroyloxy)sulfosuccinimide